Cyclohexylsulfamic acid sodium salt [Na+].C1(CCCCC1)NS([O-])(=O)=O